C(C1=CC=CC=C1)(=O)NC1=NC(N([C@H]2[C@H](O)[C@H](O)[C@@H](CO)O2)C=C1)=O 4-N-benzoylcytidine